(1-phenylnaphthalen-2-yl)boric acid C1(=CC=CC=C1)C1=C(C=CC2=CC=CC=C12)OB(O)O